FC=1C=C(C=CC1O[Si](C(C)C)(C(C)C)C(C)C)CC(C#C)N(C)C (3-fluoro-4-triisopropylsiloxy-phenyl)-N,N-dimethyl-but-3-yn-2-amine